Pentyl 6-((2-(4-(2-((2-(ditetradecylamino)ethyl)(tetradecyl)amino)ethyl)piperazin-1-yl)ethyl)(dodecyl)amino)hexanoate C(CCCCCCCCCCCCC)N(CCN(CCN1CCN(CC1)CCN(CCCCCC(=O)OCCCCC)CCCCCCCCCCCC)CCCCCCCCCCCCCC)CCCCCCCCCCCCCC